2,2-Bis(4-aminocyclohexyl)propan NC1CCC(CC1)C(C)(C)C1CCC(CC1)N